[N+](=O)([O-])C=1C=C2C(=NN(C2=CC1)N1NCCC1)N1N=CC=C1 5-nitro-3-(1H-pyrazol-1-yl)-1-(tetrahydro-2H-pyrazol-2-yl)-1H-indazole